(5-bromo-2-{[2-(methylamino)ethyl]oxy}phenyl)ethanoic acid ethyl ester C(C)OC(CC1=C(C=CC(=C1)Br)OCCNC)=O